4-[3-(1-ethyl-4-fluoro-3-methyl-1H-pyrazol-5-yl)-1-methyl-1H-1,2,4-triazol-5-yl]-1-[3-hydroxy-2-(hydroxymethyl)propyl]-1H-pyrazolo[4,3-c]pyridine-6-carboxamide C(C)N1N=C(C(=C1C1=NN(C(=N1)C1=NC(=CC2=C1C=NN2CC(CO)CO)C(=O)N)C)F)C